(4aR,8aS)-6-(6-((2-oxo-2H-chromen-7-yl)oxy)-2-azaspiro[3.3]heptane-2-carbonyl)hexahydro-2H-pyrido[4,3-b][1,4]oxazin-3(4H)-one O=C1OC2=CC(=CC=C2C=C1)OC1CC2(CN(C2)C(=O)N2C[C@@H]3[C@@H](OCC(N3)=O)CC2)C1